ethyl 1-[5-fluoro-6-[1-(2,2,2-trifluoroethyl)pyrrolidin-3-yl]pyridin-3-yl]-1,2,3-triazole-4-carboxylate FC=1C=C(C=NC1C1CN(CC1)CC(F)(F)F)N1N=NC(=C1)C(=O)OCC